(1s,3s)-3-(3-(2-(2-methoxypyridin-4-yl)-1H-pyrrolo[2,3-b]pyridin-4-yl)-3,8-diazabicyclo[3.2.1]oct-8-yl)cyclobutane-1-carbonitrile COC1=NC=CC(=C1)C1=CC=2C(=NC=CC2N2C[C@@H]3CCC(C2)N3C3CC(C3)C#N)N1